C1(=CC=CC=C1)NC(=S)N1CC2(C1)CNC2 N-phenyl-2,6-diazaspiro[3.3]heptan-2-carbothioamide